N-{5h,6h,7h-cyclopenta[d]pyrimidin-2-ylmethyl}-6-methyl-4-[(1-methylcyclopropyl)amino]furo[2,3-d]pyrimidine-5-carboxamide N1=C(N=CC2=C1CCC2)CNC(=O)C2=C(OC=1N=CN=C(C12)NC1(CC1)C)C